Cl.Cl.C1(=CC=CC=C1)S(=O)(=O)N1C(=CC=2C=NC=CC21)CN [1-(benzenesulfonyl)-pyrrolo[3,2-C]pyridin-2-yl]methylamine, dihydrochloride